8-methyl-9-(((S)-tetrahydrofuran-2-yl)methyl)-3,9-dihydro-2H-purin-2-one CC=1N(C=2NC(N=CC2N1)=O)C[C@H]1OCCC1